2-(2-Fluoro-4-sulfamoylphenyl)pyrazolo[1,5-a]pyrimidine-3-carboxylic acid FC1=C(C=CC(=C1)S(N)(=O)=O)C1=NN2C(N=CC=C2)=C1C(=O)O